2-hydroxy-3-methacryloxypropyl-sulfonic acid OC(CS(=O)(=O)O)COC(C(=C)C)=O